COC=1C=C(C=CC1)C#CC1=CN=CC=2[C@H]3N(C[C@@H](OC21)C3)C(=O)C32CCC(CC3)(C2)C(F)(F)F ((2S,5S)-9-((3-methoxyphenyl)ethynyl)-2,3-dihydro-2,5-methanopyrido[3,4-f][1,4]oxazepin-4(5H)-yl)(4-(trifluoromethyl)bicyclo[2.2.1]heptan-1-yl)methanone